N-[(1R)-3-phenyl-1-(3-quinolylcarbamoyl)propyl]-2-pyrrolidinecarboxamide C1(=CC=CC=C1)CC[C@H](C(NC=1C=NC2=CC=CC=C2C1)=O)NC(=O)C1NCCC1